(S)-1-(1-{2-[1-(4-fluorophenyl)ethylamino]-6-(pyrazin-2-ylamino)pyridin-4-yl}azetidin-3-yl)piperidine-4-ol FC1=CC=C(C=C1)[C@H](C)NC1=NC(=CC(=C1)N1CC(C1)N1CCC(CC1)O)NC1=NC=CN=C1